CC1(C(C(CC(C1)C)(C)C)C)C#N 1,2,3,3,5-pentamethylcyclohexanecarbonitrile